(S)-(1-(2-ethoxy-4,5-difluorobenzyl)pyrrolidin-3-yl)methanamine difumarate C(\C=C\C(=O)O)(=O)O.C(\C=C\C(=O)O)(=O)O.C(C)OC1=C(CN2C[C@@H](CC2)CN)C=C(C(=C1)F)F